O1C(OCC1)C1CCN(CC1)CC1=CC=C(N)C=C1 4-((4-(1,3-dioxolan-2-yl)piperidin-1-yl)methyl)aniline